C(C1=CC=CC=C1)OCC1(CC1)CN1CCC2(CC1)CCC(CC2)CC(=O)OC Methyl 2-(3-((1-((benzyloxy)methyl)cyclopropyl)methyl)-3-azaspiro[5.5]undecan-9-yl)acetate